C1N(CC12COCC2)C2=C1C=CNC(C1=CN=C2)=O 5-(6-oxa-2-azaspiro[3.4]octan-2-yl)-2,7-naphthyridin-1-one